BrC=1C=CC(=C(C1)C1=C2C(=NO1)C=CC=C2)OC 3-(5-bromo-2-methoxyphenyl)benzo[c]isoxazole